tert-butyl 2-(5-(3-((benzylcarbamoyl)oxy)phenyl)pyridin-3-yl)-1H-pyrrole-1-carboxylate C(C1=CC=CC=C1)NC(=O)OC=1C=C(C=CC1)C=1C=C(C=NC1)C=1N(C=CC1)C(=O)OC(C)(C)C